C(C)(C)(C)OC(=O)N[C@@H](C(=O)OC)CC1=C(C=CC=C1)O Methyl (R)-2-((tert-butoxycarbonyl)amino)-3-(2-hydroxyphenyl)propanoate